[N+](=O)([O-])C1=NC=CC(=C1)B1OC(C(O1)(C)C)(C)C 2-nitro-4-(4,4,5,5-tetramethyl-1,3,2-dioxaborolan-2-yl)pyridine